C(C)(C)OC1=CC=C(C=C1)C1CN(C1)C(=O)OC(C)(C)C tert-butyl 3-(4-isopropoxyphenyl)azetidine-1-carboxylate